3-(5-Fluoro-1-methyl-6-(piperidin-4-yl)-1H-indazol-3-yl)piperidine-2,6-dione FC=1C=C2C(=NN(C2=CC1C1CCNCC1)C)C1C(NC(CC1)=O)=O